1-[[2-(Trifluoromethyl)phenyl]methyl]-1H,4H,5H,6H,7H-imidazo[4,5-c]pyridine-2,5-dicarboxylic acid 5-tert-butyl 2-methyl ester COC(=O)C=1N(C2=C(CN(CC2)C(=O)OC(C)(C)C)N1)CC1=C(C=CC=C1)C(F)(F)F